5-carboxy-2-(2,4-dimethoxyphenyl)-2H-benzotriazole N-oxide C(=O)(O)C1=CC=2C(=[N+](N(N2)C2=C(C=C(C=C2)OC)OC)[O-])C=C1